4-methyl-3-(4,4,5,5-tetra-methyl-1,3,2-dioxaborolan-2-yl)pyridine CC1=C(C=NC=C1)B1OC(C(O1)(C)C)(C)C